[C@H]12CN(C[C@H](CC1)N2)C2=NC(=NC1=CC(=C(C=C21)F)C2=CC(=CC1=CC=C(C(=C21)F)F)O)OC[C@]21CCCN1C[C@@H](C2)F 4-(4-((1R,5S)-3,8-diazabicyclo[3.2.1]octan-3-yl)-6-fluoro-2-(((2R,7aS)-2-fluorotetrahydro-1H-pyrrolizin-7a(5H)-yl)methoxy)quinazolin-7-yl)-5,6-difluoronaphthalen-2-ol